ClC=1C=C(C=CC1F)[C@@H](NC(=O)N1[C@@H](C(NCC1)=O)C)C=1C=NC(=CC1)OCC(F)(F)F |o1:8| (2R)-N-((R or S)-(3-chloro-4-fluorophenyl)(6-(2,2,2-trifluoroethoxy)pyridin-3-yl)methyl)-2-methyl-3-oxopiperazine-1-carboxamide